FC(C1=CC(=NN1CC1CC2(CN(C2)C(=O)N2CC3(C2)CC(C3)N3N=C(N=C3)C(F)(F)F)C1)C)F [6-[[5-(difluoromethyl)-3-methyl-pyrazol-1-yl]methyl]-2-azaspiro[3.3]heptan-2-yl]-[6-[3-(trifluoromethyl)-1,2,4-triazol-1-yl]-2-azaspiro[3.3]heptan-2-yl]methanone